1-(hydrazinocarbonyl)-N-(pyridine-3-yl)pyrrolidine-2-formamide N(N)C(=O)N1C(CCC1)C(=O)NC=1C=NC=CC1